O=C1NC(CCC1N1C(C2=CC=CC(=C2C1=O)NCCOCCC1N(CCCC1)S(=O)(=O)N)=O)=O 2-(2-(2-((2-(2,6-dioxopiperidin-3-yl)-1,3-dioxoisoindolin-4-yl)amino)-ethoxy)ethyl)piperidine-1-sulfonamide